CC1=NC(=NC(=C1)OC)N[C@H]1CO[C@@H]([C@@H]([C@@H]1O)O)CO methyl-2-(((3S,4R,5R,6R)-4,5-dihydroxy-6-(hydroxymethyl)tetrahydro-2H-pyran-3-yl)amino)-6-methoxypyrimidine